(2S,3R,5S)-4-[[3-[2-(difluoromethoxy)-4-fluoro-phenyl]-5-methyl-5-(trifluoromethyl)tetrahydrofuran-2-carbonyl]amino]pyridine-2-carboxamide FC(OC1=C(C=CC(=C1)F)[C@@H]1[C@H](O[C@@](C1)(C(F)(F)F)C)C(=O)NC1=CC(=NC=C1)C(=O)N)F